tert-butyl (N-(2-(1-(6,7-dimethoxyquinolin-4-yl)piperidin-4-yl)-2-methylpropyl)sulfamoyl)carbamate COC=1C=C2C(=CC=NC2=CC1OC)N1CCC(CC1)C(CNS(=O)(=O)NC(OC(C)(C)C)=O)(C)C